O=S1(NCCC1C[C@@H](C(=O)N(C)OC)NC(OC(C)(C)C)=O)=O tert-butyl ((2S)-3-(1,1-dioxidoisothiazolidin-5-yl)-1-(methoxy(methyl)amino)-1-oxopropan-2-yl)carbamate